cis-13-docosenoic acid C(CCCCCCCCCCC\C=C/CCCCCCCC)(=O)O